4-(9-((2,6-diethoxy-4'-fluoro-[1,1'-biphenyl]-4-yl)methyl)-1-oxo-4,9-diazaspiro[5.5]undec-4-yl)benzoic acid C(C)OC1=C(C(=CC(=C1)CN1CCC2(CN(CCC2=O)C2=CC=C(C(=O)O)C=C2)CC1)OCC)C1=CC=C(C=C1)F